4,4-dimethyl-6-(2-(pyridin-4-ylamino)-7H-pyrrolo[2,3-d]pyrimidin-5-yl)-3,4-dihydroisoquinolin-1(2H)-one CC1(CNC(C2=CC=C(C=C12)C1=CNC=2N=C(N=CC21)NC2=CC=NC=C2)=O)C